C(C)(C)(C)OC(=O)N1[C@H](C[C@@H](CC1)CCOC1=NC=C(C=C1CC)N)C (2s,4r)-4-(2-((5-amino-3-ethylpyridin-2-yl)oxy)ethyl)-2-methylpiperidine-1-carboxylic acid tert-butyl ester